COC(=O)C=1N(C2=CC(=CC=C2C1CCC(=O)OC)Cl)C 6-chloro-3-(3-methoxy-3-oxopropyl)-1-methyl-1H-indole-2-carboxylic acid methyl ester